2-(1-(2,2-difluoroethyl)-1H-pyrazolo[3,4-b]pyrazin-6-yl)-8-(5-(trifluoromethyl)pyrazin-2-yl)-2,8-diazaspiro[4.5]decan-1-one FC(CN1N=CC=2C1=NC(=CN2)N2C(C1(CC2)CCN(CC1)C1=NC=C(N=C1)C(F)(F)F)=O)F